[2-(5-{4-fluoro-2-[2-(1,3,5-trimethyl-1H-pyrazol-4-yl)ethoxy]phenyl}-1-methyl-1H-indazol-3-yl)ethyl](methyl)amine FC1=CC(=C(C=C1)C=1C=C2C(=NN(C2=CC1)C)CCNC)OCCC=1C(=NN(C1C)C)C